ClC=1C=C(CCN=C=O)C=CC1 3-chlorophenethyl isocyanate